(2S)-3-[[4-(4-chloro-3-fluoro-2-hydroxy-phenyl)phthalazin-1-yl]amino]propane-1,2-diol ClC1=C(C(=C(C=C1)C1=NN=C(C2=CC=CC=C12)NC[C@@H](CO)O)O)F